2-(4-(4,6-diphenyl-1,3,5-triazin-2-yl)-2,3,5,6-tetrakis(5H-pyrido[3,2-b]indol-5-yl)phenyl)benzo[d]thiazole C1(=CC=CC=C1)C1=NC(=NC(=N1)C1=CC=CC=C1)C1=C(C(=C(C(=C1N1C2=C(C=3C=CC=CC13)N=CC=C2)N2C1=C(C=3C=CC=CC23)N=CC=C1)C=1SC2=C(N1)C=CC=C2)N2C1=C(C=3C=CC=CC23)N=CC=C1)N1C2=C(C=3C=CC=CC13)N=CC=C2